FC=1C=C2C(=CNC(C2=CC1F)=O)[C@H](C)N(C(=O)N[C@@H](C)C1=CC=CC=C1)C 1-(1(S)-(6,7-difluoro-1-oxo-1,2-dihydroisoquinolin-4-yl)ethyl)-1-methyl-3-((S)-1-phenylethyl)urea